Cl.C1(CC1)NCC1=C(C=C(C=C1)C(F)(F)F)F (R)-cyclopropyl-(2-fluoro-4-(trifluoromethyl)phenyl)methylamine hydrochloride